3-(2,4-dichlorophenyl)-4-(1-methyl-1H-indole-3-yl)-1H-pyrrole-2,5-dione ClC1=C(C=CC(=C1)Cl)C=1C(NC(C1C1=CN(C2=CC=CC=C12)C)=O)=O